ClC1=CC(N(C=C1[N+](=O)[O-])CC(=O)OCC)=O 1-Ethyl 2-(4-chloro-5-nitro-2-oxo-1-pyridyl)acetate